NC1=C(C(=O)NC=2SC(=C(N2)Cl)[N+](=O)[O-])C=CC=C1 2-amino-N-(4-chloro-5-nitrothiazol-2-yl)benzamide